C(C)(C)(C)OC(\C=C\C[C@@H]([C@@H](C=O)C)O[Si](CC)(CC)CC)=O (2E,5S,6S)-6-methyl-7-oxo-5-((triethylsilyl)oxy)hept-2-enoic acid tert-butyl ester